OC1C2CC(C(C1)C2)C(=O)O 5-hydroxybicyclo[2.2.1]heptane-2-carboxylic acid